Methyl (S)-2-(4-(N-((2,4-diaminopteridin-6-yl)methyl)formamido)benzamido)-5-(2-(isobutoxysulfonyl)-4-(2-(2,2,2-trifluoroacetamido)acetamido)benzamido)pentanoate NC1=NC2=NC=C(N=C2C(=N1)N)CN(C=O)C1=CC=C(C(=O)N[C@H](C(=O)OC)CCCNC(C2=C(C=C(C=C2)NC(CNC(C(F)(F)F)=O)=O)S(=O)(=O)OCC(C)C)=O)C=C1